N-[4-[(6,7-dimethoxy-1,5-naphthyridin-4-yl)oxy]phenyl]-5-(4-fluoro-2-methylphenyl)-4-hydroxy-6-methylpyridine-3-carboxamide COC=1N=C2C(=CC=NC2=CC1OC)OC1=CC=C(C=C1)NC(=O)C=1C=NC(=C(C1O)C1=C(C=C(C=C1)F)C)C